OC=1C2=C(N=C(N1)C1=CC(CC1)=O)N(C=C2)C 3-(4-hydroxy-7-methyl-7H-pyrrolo[2,3-d]pyrimidin-2-yl)cyclopent-2-en-1-one